(6-Cyclopropyl-imidazo[1,5-a]pyridin-5-yl)-{1-[4-(3-fluoro-oxetan-3-ylmethoxy)-phenyl]-1H-[1,2,3]triazol-4-yl}-methanol C1(CC1)C=1C=CC=2N(C1C(O)C=1N=NN(C1)C1=CC=C(C=C1)OCC1(COC1)F)C=NC2